BrC1=CC=C(C=C1)NC(=O)N[C@@H](C(=O)NCC(=O)OC(C)(C)C)[C@@H](CC)C tert-butyl {[(2R,3R)-2-{[(4-bromophenyl)carbamoyl]amino}-3-methylpentanoyl]amino}acetate